C(C)(C)(C)OC(N[C@@H](CC=C)C1=NC=CC(=C1)NN)=O (S)-(1-(4-hydrazinopyridin-2-yl)but-3-en-1-yl)carbamic acid tert-butyl ester